ethyl (2-cyano-2-(2-(3,5-dichloro-4-((7-methyl-1-oxo-2,5,6,7-tetrahydro-1H-cyclopenta[d]pyridazin-4-yl)oxy)phenyl)hydrazineylidene)acetyl)carbamate C(#N)C(C(=O)NC(OCC)=O)=NNC1=CC(=C(C(=C1)Cl)OC=1C2=C(C(NN1)=O)C(CC2)C)Cl